1-(4-((4-((2-(2-hydroxypropan-2-yl)-4-(thiazol-2-yloxy)phenyl)amino)-7-methoxyquinazolin-6-yl)oxy)piperidin-1-yl)prop-2-en-1-one OC(C)(C)C1=C(C=CC(=C1)OC=1SC=CN1)NC1=NC=NC2=CC(=C(C=C12)OC1CCN(CC1)C(C=C)=O)OC